3-((9-(2-(2,6-dioxopiperidin-3-yl)-1,3-dioxoisoindolin-5-yl)-3,9-Diazaspiro[5.5]undecan-3-yl)methyl)pyrrolidine-1-carboxylate O=C1NC(CCC1N1C(C2=CC=C(C=C2C1=O)N1CCC2(CCN(CC2)CC2CN(CC2)C(=O)[O-])CC1)=O)=O